4-(9-ethyl-2-(3-(pyridazin-3-yl)phenyl)-9H-purin-6-yl)morpholine C(C)N1C2=NC(=NC(=C2N=C1)N1CCOCC1)C1=CC(=CC=C1)C=1N=NC=CC1